CN1CCC(CC1)C=1N=NN(C1)C=1C=CC(=NC1)C1=NN=C(N1C)COC1=CC(=CC=C1)C(C)C 5-[4-(1-methylpiperidin-4-yl)-1H-1,2,3-triazol-1-yl]-2-(4-methyl-5-{[3-(propan-2-yl)phenoxy]methyl}-4H-1,2,4-triazol-3-yl)pyridine